CC1(COB(O1)C1=CC=C(C=C1)C=C)C 5,5-dimethyl-2-(4-vinyl-phenyl)-1,3,2-dioxaborolan